FC1(C(=C(C(C(C1(F)F)(F)F)(F)F)C(C(F)(F)F)(C(F)(F)F)C(F)(F)F)C(C(F)(F)F)(C(F)(F)F)C(F)(F)F)F 3,3,4,4,5,5,6,6-octafluoro-1,2-bis(perfluoro-t-butyl)-1-cyclohexene